(2S,3R,4R,5R)-N-(3-Carbamoyl-4-fluoro-phenyl)-3-[2-(difluoromethoxy)-4-fluoro-phenyl]-4,5-dimethyl-5-(trifluoromethyl)tetrahydrofuran-2-carboxamid C(N)(=O)C=1C=C(C=CC1F)NC(=O)[C@H]1O[C@]([C@@H]([C@@H]1C1=C(C=C(C=C1)F)OC(F)F)C)(C(F)(F)F)C